4-(3-ethylheptyl)-2-fluorophenylboronic acid C(C)C(CCC1=CC(=C(C=C1)B(O)O)F)CCCC